C(C1=CC=CC=C1)[C@@H]1N([C@H]2CC[C@@H]1C2)C2=NC(=CC(=C2)N2C[C@H](OCC2)C)OCC2=CC=C(C=C2)OC (R)-4-(2-((1S,3S,4R)-3-benzyl-2-azabicyclo[2.2.1]heptan-2-yl)-6-((4-methoxybenzyl)oxy)pyridin-4-yl)-2-methylmorpholine